CC(C)[C@@H]1OCC1 (2R)-2-(prop-2-yl)oxetane